4-((5-amino-1-(benzenesulfonyl)-1H-pyrrolo[2,3-b]pyridin-4-yl)amino)-1H-pyrazole NC=1C(=C2C(=NC1)N(C=C2)S(=O)(=O)C2=CC=CC=C2)NC=2C=NNC2